Mono(N-(2-amino-2-oxoethyl)-5-(4-((3-(2,3-difluoro-4-methoxyphenyl)imidazo[1,2-a]pyrazin-8-yl)amino)-2-ethylbenzamido)-N,N-dimethylpentan-1-aminium) monoformate monoiodide [I-].C(=O)O.NC(C[N+](CCCCCNC(C1=C(C=C(C=C1)NC=1C=2N(C=CN1)C(=CN2)C2=C(C(=C(C=C2)OC)F)F)CC)=O)(C)C)=O